BrC1=NN=CN1C 3-bromo-4-methyl-1,2,4-triazole